1-benzyl-2-(difluoromethyl)piperazine C(C1=CC=CC=C1)N1C(CNCC1)C(F)F